C(C)(=O)O[C@H]1[C@](O[C@@H]([C@H]1OC(C)=O)COC(=O)OCC)(C#N)C1=CC=C2C(=NC=NN21)N (2R,3R,4R,5R)-2-(4-aminopyrrolo[2,1-f][1,2,4]triazin-7-yl)-2-cyano-5-(((ethoxycarbonyl)oxy)methyl)tetrahydrofuran-3,4-diyl diacetate